1-methyl-4-(4,4,5,5-tetramethyl-1,3,2-dioxaborolan-2-yl)-5-[3-(2-vinylphenoxy)propoxy]pyrazole CN1N=CC(=C1OCCCOC1=C(C=CC=C1)C=C)B1OC(C(O1)(C)C)(C)C